OC1=C(C=CC(=C1)OCCCCCC)C1=NC(=NC(=N1)C1=CC=CC=C1)C1=CC=CC=C1 2-(2-hydroxy-4-hexyloxy-phenyl)-4,6-diphenyl-1,3,5-triazine